C(CCC)[Sn](N(C)C)(N(C)C)N(C)C 1-butyl-tris(dimethylamino)tin